Cl.NCCCC1=C(C=CC(=C1)F)N1CN(C(C2=CC=C(C=C12)C(F)(F)F)=O)C=1C(=NC(=CC1)OC)Br 1-(2-(3-aminopropyl)-4-fluorophenyl)-3-(2-bromo-6-methoxypyridin-3-yl)-7-(trifluoromethyl)-2,3-dihydroquinazolin-4(1H)-one, hydrochloride